malonic acid-N-(3,5-dimethyladamantan-1-yl) amide CC12CC3(CC(CC(C1)(C3)C)C2)NC(CC(=O)O)=O